tert-butyl 7-(2-(pyrrolidin-1-yl)-4-(trifluoromethyl)benzyl)-1,7-diazaspiro[3.5]nonane-1-carboxylate N1(CCCC1)C1=C(CN2CCC3(CCN3C(=O)OC(C)(C)C)CC2)C=CC(=C1)C(F)(F)F